C(C)N1N=C(C=CC1=O)C(=O)NC=1SC(=CN1)CC1=CC(=CC=C1)F 1-ethyl-N-(5-(3-fluorobenzyl)thiazol-2-yl)-6-oxo-1,6-dihydropyridazine-3-carboxamide